CC1(C(C(C2=CC3CCCCC3CC2C1)=O)=O)C dimethyldecahydroanthracenedione